FC(N1N=CC(=C1)C1=C2C(=NC=C1)N(N=C2C2CN(C2)C(=O)OC(C)(C)C)C2=CC=C(C=C2)OC(F)(F)F)F tert-butyl 3-(4-(1-(difluoromethyl)-1H-pyrazol-4-yl)-1-(4-(trifluoromethoxy)phenyl)-1H-pyrazolo[3,4-b]pyridin-3-yl)azetidine-1-carboxylate